4-(Piperidin-4-yloxy)-N-(quinoxalin-6-ylmethyl)pyridin-3-amine N1CCC(CC1)OC1=C(C=NC=C1)NCC=1C=C2N=CC=NC2=CC1